Br.C(C)(=O)O acetic acid-HBr